The molecule is the conjugate base of S-formylglutathione having anionic carboxy groups and a protonated primary amino group. It has a role as a human metabolite and a Saccharomyces cerevisiae metabolite. It is a conjugate base of a S-formylglutathione. C(CC(=O)N[C@@H](CSC=O)C(=O)NCC(=O)[O-])[C@@H](C(=O)[O-])[NH3+]